BrC1=CC=2C(OCC3=CC=C(C=C3C3=CC(=C(C(NS(C(=C1OC)C2)(=O)=O)=C3)C(F)(F)F)F)C#N)=O 13-bromo-20-fluoro-14-methoxy-10,16,16-trioxo-19-(trifluoromethyl)-9-oxa-16λ6-thia-17-azatetracyclo[16.3.1.111,15.02,7]tricosa-1(21),2,4,6,11(23),12,14,18(22),19-nonaene-4-carbonitrile